C(CC(=C)C)C=1NC2=CC=CC=C2C1 trans-isopentenyl-indole